CC=1C=C(C=C(C1CC1=NNC(C(=C1)C1C(CCC1)C)=O)C)N1N=C(C(NC1=O)=O)C(=O)N 2-(3,5-dimethyl-4-((5-(2-methylcyclopentyl)-6-oxo-1,6-dihydropyridazin-3-yl)methyl)phenyl)-3,5-dioxo-2,3,4,5-tetrahydro-1,2,4-triazine-6-carboxamide